ClC1=C(C=C(C=C1)N1CC(C2=NC(=CC=C21)C(=O)N2C(COCC2)(C)C)(C)C)F (1-(4-chloro-3-fluorophenyl)-3,3-dimethyl-2,3-dihydro-1H-pyrrolo[3,2-b]pyridin-5-yl)(3,3-dimethylmorpholino)methanone